C1(CC1)COC1=NC(=CC=C1/C=C/C(=O)NC1=CC=CC=2NC(NC21)=O)C(F)F (E)-3-(2-(cyclopropylmethoxy)-6-(difluoromethyl)pyridin-3-yl)-N-(2-oxo-2,3-dihydro-1H-benzo[d]imidazol-4-yl)acrylamide